C1(CC1)N1CCN(CC1)C1CCN(CC1)C1=C(C=C(C(=C1)OC)NC1=NC=NC(=C1)N1OCC[C@@H]1C1=CC(=CC(=C1)OC1=NN(C=C1)C)F)NC(C=C)=O (R)-N-(2-(4-(4-cyclopropylpiperazin-1-yl)piperidin-1-yl)-5-((6-(3-(3-fluoro-5-((1-methyl-1H-pyrazol-3-yl)oxy)-phenyl)isoxazolidin-2-yl)pyrimidin-4-yl)amino)-4-methoxyphenyl)acrylamide